isopropyl myristate (Isopropyl Myristate) C(C)(C)C(C(=O)O)CCCCCCCCCCCC.C(CCCCCCCCCCCCC)(=O)OC(C)C